4-(heptyloxyphenyl)-4-oxobutanoic acid C(CCCCCC)OC1=C(C=CC=C1)C(CCC(=O)O)=O